C(#N)C(CC(C(=O)O)NS(=O)(=O)O)(C)C(=S)N(S(=O)(=O)O)CCCCCCCCCCCC 4-cyano-4-(dodecyl-sulfoaminothiocarbonyl)-sulfoaminovaleric acid